3-(6-(hydroxymethyl)-7-methyl-1-oxoisoindolin-2-yl)piperidine-2,6-dione OCC1=CC=C2CN(C(C2=C1C)=O)C1C(NC(CC1)=O)=O